N1C(=NC2=C1C=CC=C2)C(N2C(C1=CC(=CC=C1C2)C2=CC=C(C=C2)C2CCN(CC2)C)=O)C2=C(C=CC(=C2)Cl)O 2-[1H-benzimidazol-2-yl-(5-chloro-2-hydroxy-phenyl)-methyl]-6-[4-(1-methyl-4-piperidyl)phenyl]isoindolin-1-one